N=1N=C(N2C1C=CC=C2)C2=C(C=CC(=C2)Cl)N2C(C1=CC=CC=C1C2)=O (2-([1,2,4]Triazolo[4,3-a]pyridin-3-yl)-4-chlorophenyl)-isoindolin-1-one